(3-fluoro-2-hydroxyphenyl)boronic acid FC=1C(=C(C=CC1)B(O)O)O